(R)-(1-((5-(2-hexanamido-4-methylthiazol-5-yl)-2-methoxyphenyl)sulfonyl)piperidin-3-yl)carbamic acid tert-butyl ester C(C)(C)(C)OC(N[C@H]1CN(CCC1)S(=O)(=O)C1=C(C=CC(=C1)C1=C(N=C(S1)NC(CCCCC)=O)C)OC)=O